C1=CC=CC2=C(C3=CC=CC=C3C(=C12)CC(C(=O)O)C(=O)O)CC(C(=O)O)C(=O)O 9,10-anthracenediyl-bis(methylene)-dimalonic acid